BrC1=CC=C(C=C1)[C@@H]1NC[C@H](C(C1)O)C (2R,5R)-2-(4-bromophenyl)-4-hydroxy-5-methyl-piperidine